[4-[5-amino-6-(1-hydroxy-1-methyl-ethyl) indazol-2-yl]cyclohexyl]methyl 2,2,2-trifluoroacetate FC(C(=O)OCC1CCC(CC1)N1N=C2C=C(C(=CC2=C1)N)C(C)(C)O)(F)F